2-[[4-[[(4-carboxyphenyl)methyl]amino]-6-(4-methyl-1-piperazinyl)-2-pyrimidinyl]amino]-4-methyl-5-thiazolecarboxylic acid, ethyl ester, monohydrochloride Cl.C(=O)(O)C1=CC=C(C=C1)CNC1=NC(=NC(=C1)N1CCN(CC1)C)NC=1SC(=C(N1)C)C(=O)OCC